1-(5-(4-fluorobenzoyl)-4,5,6,7-tetrahydrothiazolo[5,4]pyridin-2-yl)-3-(6-(4-isopropyl-4H-1,2,4-triazol-3-yl)pyridin-2-yl)urea FC1=CC=C(C(=O)C2NC3=C(CC2)SC(=N3)NC(=O)NC3=NC(=CC=C3)C3=NN=CN3C(C)C)C=C1